CC1=NC=C(C=N1)C1=CC=C(C=C1)S(=O)(=O)N1CC(CC1)C(=O)N1CCN(CC1)C1=CC=NC2=CC=CC=C12 (1-((4-(2-methylpyrimidin-5-yl)phenyl)sulfonyl)pyrrolidin-3-yl)(4-(quinolin-4-yl)piperazin-1-yl)methanone